ClC=1C=CC(=C(C1)NC(CCCOC1=CC(N(C2=CC=CC=C12)C)=O)=O)OC N-(5-chloro-2-methoxyphenyl)-4-((1-methyl-2-oxo-1,2-dihydroquinolin-4-yl)oxy)butyramide